NC1=CC(=NC2=CC=CC=C12)C(F)(F)F 4-amino-2-(trifluoromethyl)quinoline